ClC(C)(Cl)C1CC1 α,α-dichloroethyl-cyclopropane